N,N'-di[3-(4,5-dihydro-1H-imidazole-2-yl)phenyl]urea N1C(=NCC1)C=1C=C(C=CC1)NC(=O)NC1=CC(=CC=C1)C=1NCCN1